3-methyl-cyclopentaneperoxoic acid CC1CC(CC1)C(=O)OO